tert-butyl (S)-4-(7-(N-(1-cyanocyclopropyl) sulfamoyl)-9-(5-(difluoromethyl)-1,3,4-thiadiazol-2-yl)-9H-pyrimido[4,5-b]indol-4-yl)-2-methyl-3,6-dihydropyridine-1(2H)-carboxylate C(#N)C1(CC1)NS(=O)(=O)C1=CC=C2C3=C(N(C2=C1)C=1SC(=NN1)C(F)F)N=CN=C3C=3C[C@@H](N(CC3)C(=O)OC(C)(C)C)C